(R)-1-(2-(6-(trifluoromethyl)imidazo[1,2-a]pyrazin-3-yl)pyrimidin-4-yl)pyrrolidine-3-carbonitrile FC(C=1N=CC=2N(C1)C(=CN2)C2=NC=CC(=N2)N2C[C@@H](CC2)C#N)(F)F